C[C@@H](C(=O)N[C@@H](CC(=O)N)C(=O)N[C@@H](CC(=O)N)C(=O)N1CCC[C@H]1C(=O)O)N The molecule is a tetrapeptide composed of an L-alanyl, two L-asparagyl units, and an L-proline joined by peptide linkages. It has a role as a metabolite. It derives from a L-alanine, a L-asparagine and a L-proline.